CN1N=C2[C@@H](N(CCC2=C1C1=CC(=C(C(=C1)F)F)F)C(=O)C=1C=2N(C=CC1)C=NC2)C (S)-(2,7-dimethyl-3-(3,4,5-trifluorophenyl)-2,4,5,7-tetrahydro-6H-pyrazolo[3,4-c]pyridin-6-yl)(imidazo[1,5-a]pyridin-8-yl)methanone